4'-methoxy-5-chlorospiro[tricyclo[3.3.1.13,7]decane-2,3'-[1,2]dioxetane] COC1C2(OO1)C1CC3CC(CC2C3)(C1)Cl